OC(COC(C=CCCCCCCCCCCCCCCC)=O)CO (9Z)-Octadecenoic acid 2,3-dihydroxypropan-1-yl ester